m-hydroxybenzonitrile OC=1C=C(C#N)C=CC1